6-bromo-5-fluoro-3H-quinazolin-4-one BrC=1C(=C2C(NC=NC2=CC1)=O)F